ethyl (2E)-3-(4-amino-2-chloro-6-methylpyrimidin-5-yl)prop-2-enoate NC1=NC(=NC(=C1/C=C/C(=O)OCC)C)Cl